FC(C1=CC=C(C=C1)C([2H])[2H])(F)F (4-(trifluoromethyl)phenyl)-methane-d2